FC(C1=CC=C(C=C1)C1=CC=CC2=C1N=C(O2)S)(F)F (4-(trifluoromethyl)phenyl)benzo[d]oxazol-2-thiol